trimethoxysilane cyclobutyl-2-(4-amino-7-fluoro-1-methyl-1H-pyrazolo[4,3-c]quinoline-8-carbonyl)-2-((5-(trifluoromethyl)pyridin-2-yl)methyl)hydrazine-1-carboxylate C1(CCC1)OC(=O)NN(CC1=NC=C(C=C1)C(F)(F)F)C(=O)C1=CC=2C3=C(C(=NC2C=C1F)N)C=NN3C.CO[SiH](OC)OC